FC(OC1=CC=C(C=C1)C1=CN=C2N1C=CN=C2NC2=CC(=C(C(=O)N1CCN(CC1)C([C@H](C)NC)=O)C=C2)C)F (2S)-1-[4-[4-[[3-[4-(difluoromethoxy)phenyl]imidazo[1,2-a]pyrazin-8-yl]amino]-2-methylbenzoyl]piperazin-1-yl]-2-(methylamino)propan-1-one